FC=1C=C(C(=O)NC)C=C(C1)CN1C(C2=CN=C(C=C2C=C1)C1=C(OC=C1)C)=O 3-fluoro-N-methyl-5-((6-(2-methylfuran-3-yl)-1-oxo-2,7-naphthyridin-2(1H)-yl)methyl)benzamide